N1(CCCCCC1)C1=NC(=C(C(=C1C(=O)NC1=CC(=CC=C1)S(N)(=O)=O)C)F)Cl 2-(azepan-1-yl)-6-chloro-5-fluoro-4-methyl-N-(3-sulfamoyl-phenyl)pyridine-3-carboxamide